2-(6,8-bis([1,1'-biphenyl]-4-yl)dibenzo[b,d]thiophen-4-yl)-4,4,5,5-tetramethyl-1,3,2-dioxaborolan C1(=CC=C(C=C1)C1=CC(=CC=2C3=C(SC21)C(=CC=C3)B3OC(C(O3)(C)C)(C)C)C3=CC=C(C=C3)C3=CC=CC=C3)C3=CC=CC=C3